COCCN1CCC(CCC1)N1CCC(CC1)C=1C=C(C2=C(N(C(=N2)C2=CC=C(C=C2)S(=O)(=O)C)C)C1)C 6-(1-(1-(2-methoxyethyl)azepan-4-yl)piperidin-4-yl)-1,4-dimethyl-2-(4-(methylsulfonyl)phenyl)-1H-benzo[d]imidazole